3-bromo-5-fluoropyridine-2-carboxylic acid BrC=1C(=NC=C(C1)F)C(=O)O